maleimidobutyryloxysuccinimide C1(C=CC(N1CCCC(=O)OC1C(=O)NC(C1)=O)=O)=O